C(C)(C)(C)OC(=O)N1[C@@H](CCC1)COCCC(=O)OC(C)(C)C (2S)-2-[(3-tert-butoxy-3-oxo-propoxy)methyl]pyrrolidine-1-carboxylic acid tert-butyl ester